Methoxy(ethoxy)silane CO[SiH2]OCC